(Z)-3-Hexanol CCC(CCC)O